N-(3-chloro-2-(hydroxymethyl)benzyl)-1-(2-((4-fluorophenyl)-amino)-5-methyl-pyrimidin-4-yl)-1H-imidazole-4-carboxamide ClC=1C(=C(CNC(=O)C=2N=CN(C2)C2=NC(=NC=C2C)NC2=CC=C(C=C2)F)C=CC1)CO